1-(4-(naphthalen-2-ylmethoxy)benzyl)ethane-1,2-diamine C1=C(C=CC2=CC=CC=C12)COC1=CC=C(CC(CN)N)C=C1